(3-methylsulfonylphenyl)boronic acid CS(=O)(=O)C=1C=C(C=CC1)B(O)O